p-tolyltriethoxysilane C1(=CC=C(C=C1)[Si](OCC)(OCC)OCC)C